tetraazacyclododecanetetraacetate C1(C(NNNNCCCCCC1)(CC(=O)[O-])CC(=O)[O-])(CC(=O)[O-])CC(=O)[O-]